OCCOC(C=C)=O.S1CCCCC1 thian 2-Hydroxyethyl-acrylate